4-(4-pyridyl)butyl chloride hydrochloride Cl.N1=CC=C(C=C1)CCCCCl